COC=1C2=C(N=C(N1)NC1CC(C1)(C)N1C(CCC1)=O)NC=C2C=2C=CC1=C(N(N=N1)C)C2 1-((1s,3s)-3-((4-methoxy-5-(1-methyl-1H-benzo[d][1,2,3]triazol-6-yl)-7H-pyrrolo[2,3-d]pyrimidin-2-yl)amino)-1-methylcyclobutyl)pyrrolidin-2-one